FC1=C(C(=O)N[C@H](C(=O)OC)CC2=C3CCCOC3=C(C=C2)N2C(N(C3=C(C2=O)C=CN=C3)C)=O)C(=CC(=C1)N1[C@H](COCC1)C(F)(F)F)C methyl (S)-2-(2-fluoro-6-methyl-4-((R)-3-(trifluoromethyl)morpholino) benzamido)-3-(8-(1-methyl-2,4-dioxo-1,4-dihydropyrido[3,4-d]pyrimidin-3(2H)-yl)chroman-5-yl)propanoate